8-amino-N-(4-{[(1-cycloheptyl-4-methylpiperidin-4-yl)oxy]methyl}-1,3-thiazol-2-yl)-4,4-dimethyl-1-(tetrahydro-2H-pyran-2-yl)-4,5-dihydro-1H-pyrazolo[4,3-H]quinazoline-3-carboxamide NC1=NC=2C3=C(C(CC2C=N1)(C)C)C(=NN3C3OCCCC3)C(=O)NC=3SC=C(N3)COC3(CCN(CC3)C3CCCCCC3)C